Benzyl N-[(1R,3S)-3-(ethenyloxy) cyclohexyl]-N-methylcarbamate C(=C)O[C@@H]1C[C@@H](CCC1)N(C(OCC1=CC=CC=C1)=O)C